rac-(7S)-7-tert-butyl-N-[rac-(1R)-1-[3-(3-aminoazetidine-1-carbonyl)phenyl]-3-(dimethylamino)propyl]-5,6,7,8-tetrahydrothiazolo[5,4-b]quinoline-2-carboxamide C(C)(C)(C)[C@@H]1CC=2C=C3C(=NC2CC1)SC(=N3)C(=O)N[C@H](CCN(C)C)C3=CC(=CC=C3)C(=O)N3CC(C3)N |r|